FC1C(CC2N(C1)C1=NC=C(C=C1N2)C(F)(F)F)N2C(CCC2)=O 1-(8-fluoro-3-(trifluoromethyl)-5,5a,6,7,8,9-hexahydroimidazo[1,2-a:5,4-b']dipyridin-7-yl)-2-oxopyrrolidin